3-(benzyloxy)-1-((tert-butoxycarbonyl)amino)-4-oxo-5-((2,4,6-trifluorobenzyl)carbamoyl)-1,4-dihydropyridine-2-Formic acid C(C1=CC=CC=C1)OC1=C(N(C=C(C1=O)C(NCC1=C(C=C(C=C1F)F)F)=O)NC(=O)OC(C)(C)C)C(=O)O